CC(C=C)(CCCC(C)C)O 3,7-dimethylocten-3-ol